NC=1C(OC2=CC=CC=C2C1Br)=O 3-amino-4-bromo-2H-chromen-2-one